C(#N)C1=CC(=C(C=C1)COC1=CC=CC(=N1)C1=C(C=C(C=C1)CC(=O)O)F)F 2-[4-[6-[(4-cyano-2-fluoro-phenyl)methoxy]-2-pyridinyl]-3-fluoro-phenyl]acetic acid